BrC1=C2C(=NN3C2=C(C=C1F)C(N1[C@@H](CC3)CN(CC1)C(=O)OC(C)(C)C)=O)C tert-Butyl (S)-3-bromo-2-fluoro-4-methyl-14-oxo-7,8,8a,9,11,12-hexahydro-10H,14H-pyrazino[1',2':5,6][1,5]diazocino[3,2,1-hi]indazole-10-carboxylate